Cl.C[C@H]1NCCCC1 (2R)-2-methylpiperidine, hydrochloride